C(C)OC(\C=C(/C)\C1=CC=CC=C1)=O (E)-3-phenylbut-2-enoic acid ethyl ester